FC(OC=1C=CC(=NC1)NC=1C=C(C=CC1)N(C(=O)C12CC(C1)(C2)F)CC21CCC(CC2)(CC1)C1=NC=C(C=C1)C(F)(F)F)F N-(3-((5-(difluoromethoxy)pyridin-2-yl)amino)phenyl)-3-fluoro-N-((4-(5-(trifluoromethyl)pyridin-2-yl)bicyclo[2.2.2]octan-1-yl)methyl)bicyclo[1.1.1]pentane-1-carboxamide